rac-(3R,4R)-1-cyclopropylmethyl-4-{[5-(5-fluoro-pyridin-2-yl)-isoxazole-3-carbonyl]-amino}-piperidine-3-carboxylic acid C1(CC1)CN1C[C@H]([C@@H](CC1)NC(=O)C1=NOC(=C1)C1=NC=C(C=C1)F)C(=O)O |r|